tert-butyl 3-(5-amino-2-pyridyl)azetidine-1-carboxylate NC=1C=CC(=NC1)C1CN(C1)C(=O)OC(C)(C)C